OC=1C=C(C=CC1O)[C@H]1OC2=CC(=CC(=C2C(C1)=O)O)O (2S)-2-(3,4-dihydroxyphenyl)-5,7-dihydroxy-4-chromanone